C1(=CC=CC=C1)C(C(=O)N1CCC(=CC1)C1=NC=CC=C1)C 1'-(2-phenylpropanoyl)-1',2',3',6'-tetrahydro-[2,4'-bipyridin]